CC1=CC=C(C=C1)S(=O)(=O)NC1=C(C(=O)NC2CCCCC2)C=CC=C1 trans-4-(2-((4-Methylphenyl)sulfonamido)benzamido)cyclohexan